4-[3-[4-[3-(Hydroxyamino)-3-oxoprop-1-enyl]phenyl]prop-2-enoyl]benzoic acid ONC(C=CC1=CC=C(C=C1)C=CC(=O)C1=CC=C(C(=O)O)C=C1)=O